FC1=C2CN(CC2=CC=C1)CC1=CC(=C(C=C1)O)S(=O)(=O)C 4-((4-Fluoroisoindolin-2-yl)methyl)-2-(methylsulfonyl)phenol